5-(3-chloronaphth-1-yl)-3-(1,2,3,4,5,8-hexahydroindolizin-7-yl)-2-ethylbenzothiophene ClC=1C=C(C2=CC=CC=C2C1)C=1C=CC2=C(C(=C(S2)CC)C2=CCN3CCCC3C2)C1